methyl-isoamyl-methanol CC(O)CCC(C)C